FC1=C2CN(C(C2=CC=C1C1=CC(=C2C(=N1)C(=NN2)NC(C)C)CN2CCCC2)=O)C2C(NC(CC2)=O)=O 3-(4-fluoro-5-(3-(isopropylamino)-7-(pyrrolidin-1-ylmethyl)-1H-pyrazolo[4,3-b]pyridin-5-yl)-1-oxoisoindolin-2-yl)piperidine-2,6-dione